ClC1=C(C=CC=C1NC(=O)C=1N(C2=C(CN(CC2)C)N1)C)C1=C(C(=CC=C1)NC(=O)C1=NC=C(C(=C1)COC)CO)C N-(2-chloro-3'-(5-(hydroxymethyl)-4-methoxymethylpyridinoylamino)-2'-methyl-[1,1'-biphenyl]-3-yl)-1,5-dimethyl-4,5,6,7-tetrahydro-1H-imidazo[4,5-c]pyridine-2-carboxamide